[4-(3-hydroxy-2-pyridin-2-yl-4,5,6,7-tetrahydro-2H-indazol-5-yl)-piperazin-1-yl]-2-butyn-1-one OC=1N(N=C2CCC(CC12)N1CCN(CC1)C(C#CC)=O)C1=NC=CC=C1